tert-butyl 6-((2,6-dioxopiperidin-3-yl)amino)-2H-spiro[benzofuran-3,4'-piperidine]-1'-carboxylate O=C1NC(CCC1NC1=CC2=C(C=C1)C1(CCN(CC1)C(=O)OC(C)(C)C)CO2)=O